[K+].NC1=C(C(=O)[O-])C=CC=C1[N+](=O)[O-] 2-amino-3-nitrobenzoic acid potassium salt